5-hydrazinopyrazole N(N)C1=CC=NN1